2-oxo-2-phenylethyl 4-azidobutanedithioate N(=[N+]=[N-])CCCC(=S)SCC(C1=CC=CC=C1)=O